6-(cyclobutylmethyl)-4-(1-(6-methylpyridin-3-yl)ethoxy)-5,6,7,8-tetrahydropyrido[4,3-d]pyrimidine C1(CCC1)CN1CC2=C(N=CN=C2OC(C)C=2C=NC(=CC2)C)CC1